2-chloro-N'-(3,4-difluorophenyl)-N1,5-dimethylbenzene-1,3-diamine ClC1=C(C=C(C=C1NC1=CC(=C(C=C1)F)F)C)NC